FC=1C=C(C=CC1NC(CCNC(=N)N)=O)S(=O)(=O)NC1=C(N=CS1)C(=O)O 5-[[3-fluoro-4-(3-guanidinopropionylamino)phenyl]sulfonylamino]thiazole-4-carboxylic acid